NC1=CC=C(C=N1)C#CC=1C=C(C(=O)NC2=CC(=CC(=C2)C(F)(F)F)N2C=NC(=C2)C)C=CC1C 3-(2-(6-aminopyridin-3-yl)ethynyl)-4-methyl-N-(3-(4-methyl-1H-imidazol-1-yl)-5-(trifluoromethyl)phenyl)benzamide